CC1=NC2=CC=CC=C2C(=C1)C(CCC)=O (2-methyl-4-quinolinyl)-1-butanone